N-(7-chloro-6-(1-((R or S)-1,2-dimethylcyclopentyl)piperidin-4-yl)isoquinolin-3-yl)-6-oxaspiro[2.5]octane-1-carboxamide ClC1=C(C=C2C=C(N=CC2=C1)NC(=O)C1CC12CCOCC2)C2CCN(CC2)[C@]2(C(CCC2)C)C |o1:28|